ClC1=C(C(=C(C=C1OC)OC)Cl)C1CCC=2C(=NNC2C1)C1=NNC=C1[N+](=O)[O-] 6-(2,6-dichloro-3,5-dimethoxyphenyl)-3-(4-nitro-1H-pyrazol-3-yl)-4,5,6,7-tetrahydro-1H-indazole